4-(2,2,2-trifluoroethyl)-1,2,5-oxadiazole-3-carboxamide FC(CC=1C(=NON1)C(=O)N)(F)F